1-(3,5-dichlorophenyl)-3-(2-hydroxymethylphenyl)urea ClC=1C=C(C=C(C1)Cl)NC(=O)NC1=C(C=CC=C1)CO